FC=1C=C(C=CC1OC(F)(F)F)NC(=O)N 3-fluoro-4-(trifluoromethoxy)phenyl-urea